1-(4-(1-FLUORO-3-METHYLCYCLOBUTYL)PYRIDIN-2-YL)-N-(1-METHYL-1H-INDAZOL-7-YL)-1H-PYRAZOLE-4-SULFONAMIDE FC1(CC(C1)C)C1=CC(=NC=C1)N1N=CC(=C1)S(=O)(=O)NC=1C=CC=C2C=NN(C12)C